2-[(3-chlorophenyl)methyl]-6-{[2-(1-methylpyrazol-4-yl)-4-pyridyl]oxy}-3H-quinazolin-4-one ClC=1C=C(C=CC1)CC1=NC2=CC=C(C=C2C(N1)=O)OC1=CC(=NC=C1)C=1C=NN(C1)C